[(2S)-3-hydroxy-2-methyl-propyl] acetate C(C)(=O)OC[C@H](CO)C